2-(3-fluorophenoxy)-5-nitropyridine FC=1C=C(OC2=NC=C(C=C2)[N+](=O)[O-])C=CC1